2,2-dichloro-3-(2,4,5-trifluorophenyl)-propionitrile ClC(C#N)(CC1=C(C=C(C(=C1)F)F)F)Cl